6'-(((1S,3S)-3-((5,6-Dimethylpyrazin-2-yl)amino)cyclopentyl)amino)-2-oxo-2H-[1,3'-bipyridine]-3-carbonitrile CC=1N=CC(=NC1C)N[C@@H]1C[C@H](CC1)NC1=CC=C(C=N1)N1C(C(=CC=C1)C#N)=O